(difluoromethyl)-N-((3R)-1,1,3-trimethylindan-4-yl)pyridine-3-carboxamide FC(F)C1=NC=CC=C1C(=O)NC1=C2[C@@H](CC(C2=CC=C1)(C)C)C